C=1N=CN2C1C(=NC=C2)N2CCC1(CNC(N1CC1=CC=C(C=C1)OC)=O)CC2 8-(imidazo[1,5-a]pyrazin-8-yl)-1-(4-methoxybenzyl)-1,3,8-triazaspiro[4.5]decan-2-one